7-[[(1S)-1-[4-[(1S)-2-cyclopropyl-1-(4-prop-2-enoylpiperazin-1-yl)ethyl]phenyl]ethyl]amino]-1-ethyl-4H-pyrimido[4,5-d][1,3]oxazin-2-one C1(CC1)C[C@H](N1CCN(CC1)C(C=C)=O)C1=CC=C(C=C1)[C@H](C)NC=1N=CC2=C(N(C(OC2)=O)CC)N1